FC1(CC(C1)NC1=C(C=NC2=CC=C(C=C12)C=1C=NNC1)C(=O)NCCC(C)(C)O)F 4-((3,3-difluorocyclobutyl)amino)-N-(3-hydroxy-3-methylbutyl)-6-(1H-pyrazol-4-yl)quinoline-3-carboxamide